F[C@H]1OCC[C@H](C1)N1CC2=C(N=C(N=C2)C)C2(C1=O)CN(C2)C 6'-((2R,4R)-2-fluorotetrahydro-2H-pyran-4-yl)-1,2'-dimethyl-5',6'-dihydro-7'H-spiro[azetidine-3,8'-pyrido[4,3-d]pyrimidin]-7'-one